ONC(CCCCCCCCCN1C(N\C(\C1=O)=C/C1=C(C=CC=C1)OC)=O)=O (Z)-N-hydroxy-10-(4-(2-methoxybenzylidene)-2,5-dioxoimidazolidin-1-yl)decanoamide